C[C@@H]1CCC[C@@H]1C (z)-1,2-dimethylcyclopentane